(6-cyanopyridin-3-yl)piperidine-1-carboxylic acid tert-butyl ester C(C)(C)(C)OC(=O)N1C(CCCC1)C=1C=NC(=CC1)C#N